FC=1C(NC2=C(C=C(C=C2C1)C(CN1C[C@@H]2[C@](C1)(C[C@H](C2)OC2=CC=CC=C2)O)=O)F)=O 3,8-difluoro-6-(2-((3aS,5S,6aR)-3a-hydroxy-5-phenoxyhexahydrocyclopenta[c]pyrrol-2(1H)-yl)acetyl)quinolin-2(1H)-one